3-(7-bromo-5-(((1-(4-((9-cyclopentyl-8-(phenylamino)-9H-purin-2-yl)amino)phenyl)piperidine-4-yl)(methyl)amino)methyl)-1-oxoisoindolin-2-yl)piperidine-2,6-dione BrC=1C=C(C=C2CN(C(C12)=O)C1C(NC(CC1)=O)=O)CN(C)C1CCN(CC1)C1=CC=C(C=C1)NC1=NC=C2N=C(N(C2=N1)C1CCCC1)NC1=CC=CC=C1